[C@H]12CC(C[C@H](CC1)N2)OC2=CC=C(N=N2)C2=C(C=C(C=C2)C2=NN=NN2)O 2-(6-(((1r,3s,5s)-8-azabicyclo[3.2.1]oct-3-yl)oxy)pyridazin-3-yl)-5-(1H-tetrazol-5-yl)phenol